3-amino-4-(6,7-difluoro-1H-indazol-4-yl)-6-[(1-fluorocyclopropyl)methoxy]-1H-1,7-phenanthrolin-2-one NC=1C(NC2=C3C=CC=NC3=C(C=C2C1C1=C2C=NNC2=C(C(=C1)F)F)OCC1(CC1)F)=O